CN1C(C(=CC=C1)OCC1=NC=C(C=C1)C1=NOC(=N1)C(F)(F)F)=O 1-methyl-3-({5-[5-(trifluoromethyl)-1,2,4-oxadiazol-3-yl]pyridin-2-yl}methoxy)pyridin-2(1H)-one